1-(1Z-eicosenyl)-2-(9Z-heptadecenoyl)-glycero-3-phosphoserine CCCCCCCCCCCCCCCCCC/C=C\OC[C@H](COP(=O)(O)OC[C@@H](C(=O)O)N)OC(=O)CCCCCCC/C=C\CCCCCCC